FC(C)(F)C=1N=CNC(C1OC=1C(=C(C#N)C=C(C1)C(F)F)C)=O 3-((4-(1,1-difluoroethyl)-6-oxo-1,6-dihydropyrimidin-5-yl)oxy)-5-(difluoro-methyl)-2-methylbenzonitrile